N(=[N+]=[N-])CCOC(=O)C(CCC[C@H](N)C(=O)O)N 6-((2-azidoethoxy)carbonyl)-L-lysine